2-{3-[(1R)-1-{[6-(dimethylphosphoryl)-2,8-dimethylpyrido[3,4-d]pyrimidin-4-yl]amino}ethyl]-2-fluorophenyl}-2,2-difluoroethan-1-ol CP(=O)(C)C1=CC2=C(N=C(N=C2N[C@H](C)C=2C(=C(C=CC2)C(CO)(F)F)F)C)C(=N1)C